CN(C1=NC=2C(=N1)C1=CC=CC=C1C(C2C2=C(C=C(C=C2)OC)Cl)=O)C 2-(dimethylamino)-4-(2-chloro-4-methoxyphenyl)-5H-naphtho[1,2-d]imidazol-5-one